Cl.N(N)[C@@H](CCN(C)C)C |r| (±)-3-hydrazinyl-N,N-dimethylbutan-1-amine hydrogen chloride